1-((3S,4R)-3-((6-((1-ethyl-1H-pyrazol-4-yl)amino)-1H-pyrazolo[3,4-d]pyrimidin-4-yl)amino)-4-fluoropiperidin-1-yl)prop-2-en-1-one C(C)N1N=CC(=C1)NC1=NC(=C2C(=N1)NN=C2)N[C@H]2CN(CC[C@H]2F)C(C=C)=O